N,N-dimethyl-2-oxiranylammonium chloride [Cl-].C[NH+](C)C1OC1